FC(C1=CC=C(OC2=CC3=C(C(CO3)NC(C=C)=O)C=C2)C=C1)(F)F N-{6-[4-(trifluoromethyl)phenoxy]-2,3-dihydrobenzofuran-3-yl}acrylamide